COC=1C=C(CN2CCCCC2)C=CC1 1-(3-methoxybenzyl)piperidin